C(\C=C/CCCCCC)N (Z)-2-nonene-1-amine